racemic-trans-tert-butyl-3-hydroxy-4-(methylamino)pyrrolidine-1-carboxylate C(C)(C)(C)OC(=O)N1C[C@H]([C@@H](C1)NC)O |r|